tert-butyl (3-((2,3,5,6-tetrafluorophenyl)thio)propyl)carbamate FC1=C(C(=C(C=C1F)F)F)SCCCNC(OC(C)(C)C)=O